FC=1C=CC(=C(C1)C1OCCO1)[N+](=O)[O-] 2-(5-fluoro-2-nitrophenyl)-1,3-dioxolane